(R)-N-(3-(3,5-dimethylisoxazol-4-yl)-4-(piperidin-2-ylmethoxy)phenyl)-3-methoxybenzamide CC1=NOC(=C1C=1C=C(C=CC1OC[C@@H]1NCCCC1)NC(C1=CC(=CC=C1)OC)=O)C